C(C)C(C(=O)OC1CCCCC1)CCCC CYCLOHEXYL 2-ETHYLHEXANOATE